1,3-Dichloroacetone ClCC(=O)CCl